C#CC[C@H]1[C@@H](CCCCCCCC)O1 (4S,5R)-4,5-epoxy-trideca-1-yne